C(C)(C)(C)S(=O)N(C1(COC1)C1=C(C=C(C=C1)C(C(=O)[O-])C)Cl)COCC[Si](C)(C)C (±)-2-[4-[3-[Tert-butylsulfinyl(2-trimethylsilylethoxymethyl)amino]oxetan-3-yl]-3-chloro-phenyl]propanoate